FC=1C=CC(=C(C#N)C1)CN1C(NC(C2=C1C=CN2)=O)=S 5-fluoro-2-((4-oxo-2-thioxo-2,3,4,5-tetrahydro-1H-pyrrolo[3,2-d]pyrimidin-1-yl)methyl)benzonitrile